BrC=1C=C2C=NC(NC2=CC1F)=O 6-bromo-7-fluoro-1H-quinazolin-2-one